6-phenyl-1,3-dihydrospiro[indene-2,4'-piperidin]-1-amine C1(=CC=CC=C1)C1=CC=C2CC3(CCNCC3)C(C2=C1)N